FC1=CC=C(C=C1)C=1C=C2C(=NC=NC2=C(C1)OC1CCN(CC1)C(C)=O)N[C@H](C)C=1C=NC(=NC1)C(F)(F)F (R)-1-(4-((6-(4-fluorophenyl)-4-((1-(2-(trifluoromethyl)pyrimidin-5-yl)ethyl)amino)quinazolin-8-yl)oxy)piperidin-1-yl)ethan-1-one